C12CCC(CC1)N2C2=NC(=CC1=C2N=C(N=C1)NC1=NC=2CCN(CC2C=C1)C(=O)C1CN(CCO1)C)C1COC1 [2-[[8-(7-azabicyclo[2.2.1]heptan-7-yl)-6-(oxetan-3-yl)pyrido[3,4-d]pyrimidin-2-yl]amino]-7,8-dihydro-5H-1,6-naphthyridin-6-yl]-(4-methylmorpholin-2-yl)methanone